(2S,4R)-tert-butyl 2-((4-chlorobenzyl)carbamoyl)-4-hydroxypyrrolidine-1-carboxylate ClC1=CC=C(CNC(=O)[C@H]2N(C[C@@H](C2)O)C(=O)OC(C)(C)C)C=C1